BrC=1C=C(SC1)CNC(=O)[C@H]1N(CC(C1)=O)C(=O)OC(C)(C)C tert-butyl (S)-2-(((4-bromothiophen-2-yl)methyl)carbamoyl)-4-oxopyrrolidine-1-carboxylate